CC1(CC=2C(=NC=C(C2)C(=O)N2C[C@H](CC2)N(C(C)=O)C)N1)C N-[(3S)-1-{2,2-dimethyl-1H,2H,3H-pyrrolo[2,3-b]pyridine-5-carbonyl}pyrrolidin-3-yl]-N-methylacetamide